COC1CCC(CC1)NC=1N=C(C2=C(N1)NC=C2C2=NC1=CC=CN=C1C=C2)NC N2-((1s,4s)-4-methoxycyclohexyl)-N4-methyl-5-(1,5-naphthyridin-2-yl)-7H-pyrrolo[2,3-d]pyrimidine-2,4-diamine